CC1=CC=C(C=C1)CN1C(CCC1=O)CC(=O)OCCOC1=CC=CC=C1 2-phenoxyethyl 2-[1-[(4-methylphenyl)methyl]-5-oxopyrrolidin-2-yl]acetate